(2-(2,4-difluorophenoxy)-5-(ethylsulfonylamino)phenyl)-2-(2-(dimethylamino)ethoxy)-6-methylpyridine 1-oxide FC1=C(OC2=C(C=C(C=C2)NS(=O)(=O)CC)C=2C(=[N+](C(=CC2)C)[O-])OCCN(C)C)C=CC(=C1)F